1-(3-Methylpyridin-2-yl)ethan-1-on CC=1C(=NC=CC1)C(C)=O